(1R,3S)-3-[3-({[5-methoxy-2-(methylsulfonyl) phenyl]acetyl} amino)-1H-pyrazol-5-yl]cyclopentyl [(2ξ)-1,1,1-trifluoropropan-2-yl]carbamate FC(C(C)NC(O[C@H]1C[C@H](CC1)C1=CC(=NN1)NC(CC1=C(C=CC(=C1)OC)S(=O)(=O)C)=O)=O)(F)F